CN=S(=O)(C)C1=CC=C(COC2=NN=C(S2)NC(OC(C)(C)C)=O)C=C1 tert-butyl (5-((4-(N,S-dimethylsulfonimidoyl)benzyl)oxy)-1,3,4-thiadiazol-2-yl)carbamate